N1=NC(=CC2=C1C1=C(CCC2)C=CC=C1)N1N=C(N=C1N)NC=1C=C2C(=NC1)CCCC1(OCC(CO1)(C)C)CC2 1-(6,7-dihydro-5H-benzo[6,7]cyclohepta[1,2-c]pyridazin-3-yl)-N3-(5',5'-dimethyl-6,8,9,10-tetrahydro-5H-spiro[cycloocta[b]pyridine-7,2'-[1,3]dioxane]-3-yl)-1H-1,2,4-triazole-3,5-diamine